4-((5-(formyl)-2H-tetrazol-2-yl)(phenyl)methyl)piperidine-1-carboxylic acid tert-butyl ester C(C)(C)(C)OC(=O)N1CCC(CC1)C(C1=CC=CC=C1)N1N=C(N=N1)C=O